C(C)(C)(C)OC(=O)N1CCOC=C1C=1C=CC2=C(N=CS2)C1 5-(Benzo[d]thiazol-5-yl)-2,3-dihydro-4H-1,4-oxazine-4-carboxylic acid tert-butyl ester